3-{4-[4-fluoro-4-(hydroxymethyl)piperidin-1-yl]phenyl}piperidine-2,6-dione FC1(CCN(CC1)C1=CC=C(C=C1)C1C(NC(CC1)=O)=O)CO